C(#N)C=1C(=NC(=CC1C)C)N1[C@@H](C[C@@H](C1)O)C(=O)N(C)C1=CC(=CC=C1)CF (2s,4s)-1-(3-cyano-4,6-dimethylpyridin-2-yl)-N-(3-(fluoromethyl)phenyl)-4-hydroxy-N-methylpyrrolidine-2-carboxamide